ClC1=C(C(=O)OC)C=C(C=C1)N1N=CN=C1CNC(NCC1=NC(=NN1C1=CC(=C(C=C1)Cl)F)C)=O methyl 2-chloro-5-(5-{[({[1-(4-chloro-3-fluorophenyl)-3-methyl-1H-1,2,4-triazol-5-yl]methyl}carbamoyl)amino]methyl}-1H-1,2,4-triazol-1-yl)benzoate